[C@H]1([C@@H](O)[C@@H](O)[C@H](O)[C@H](O1)CO)O[C@@H]1[C@@H]([C@H](O[C@@H]([C@H]1O)CO[C@@H]1[C@@H](O)[C@@H](O)[C@H](O)[C@H](O1)CO)OCCNC(CCCCCNC(OCC1=CC=CC=C1)=O)=O)O benzyl (6-{[2-({α-D-mannopyranosyl-(1->3)-[α-D-mannopyranosyl-(1->6)]-α-D-mannopyranosyl}oxy)ethyl]amino}-6-oxohexyl)carbamate